OC1(CCCCC1)C1=NC(=C(C(=O)OC)C=C1)OC methyl 6-(1-hydroxy cyclohexyl)-2-methoxynicotinate